C(C)(C)N1C(=NC2=NC=C(C=C21)C=2C=CN1N=C(N=CC12)N[C@@H]1CC[C@H](CC1)NC)C trans-N1-(5-(1-isopropyl-2-methyl-1H-imidazo[4,5-b]pyridin-6-yl)pyrrolo[2,1-f][1,2,4]triazin-2-yl)-N4-methylcyclohexane-1,4-diamine